[C@H](C)(CC)[C@@H]1N(CC2=C(NC1=O)C=CC=C2)C(=O)N(C(C)C)CCO (S)-3-((S)-sec-butyl)-N-(2-hydroxyethyl)-N-isopropyl-2-oxo-1,2,3,5-tetrahydro-4H-benzo[e][1,4]diazepine-4-carboxamide